1-stearoyl-2-oleoyl-sn-glycero-3-phospho-L-serine C(CCCCCCCCCCCCCCCCC)(=O)OC[C@@H](OC(CCCCCCC\C=C/CCCCCCCC)=O)COP(=O)(O)OC[C@H](N)C(=O)O